Bis(2,4,6-trimethylbenzoyl)(2,4-dimethoxyphenyl)phosphine oxide CC1=C(C(=O)P(C2=C(C=C(C=C2)OC)OC)(C(C2=C(C=C(C=C2C)C)C)=O)=O)C(=CC(=C1)C)C